C(C1=CC=CC=C1)O[C@]1(C2=NN=C(C=3C(=CC(=C(SCCCCCC1)N3)C(F)(F)F)NC(OC(C)(C)C)=O)O2)C(F)(F)F tert-Butyl N-[(6R)-6-benzyloxy-6,15-bis(trifluoromethyl)-19-oxa-13-thia-3,4,18-triazatricyclo[12.3.1.12,5]nonadeca-1(18),2,4,14,16-pentaen-17-yl]carbamate